ClC1=C(C=CC=C1Cl)C1=NNC2=NC(=C(N=C21)C=O)N2CCC(CC2)(C)NC(OC(C)(C)C)=O tert-Butyl (1-(3-(2,3-dichlorophenyl)-5-formyl-1H-pyrazolo[3,4-b]pyrazin-6-yl)-4-methylpiperidin-4-yl)carbamate